ClC12CC3(CC(C4=C(C(C1)C3)C=CC=C4)C2)N 9-chloro-5,6,8,9,10,11-hexahydro-7H-5,9:7,11-dimethanobenzo[9]annulen-7-amine